2'-methoxyethyl-guanosine COCC[C@@]1([C@@H](O[C@@H]([C@H]1O)CO)N1C=NC=2C(=O)NC(N)=NC12)O